cyclopent-1-en-1-yl(4-(1-methyl-1H-pyrazol-3-yl)-2-(4-(trifluoromethyl)phenyl)-5,8-dihydropyrido[3,4-d]pyrimidin-7(6H)-yl)methanone C1(=CCCC1)C(=O)N1CC=2N=C(N=C(C2CC1)C1=NN(C=C1)C)C1=CC=C(C=C1)C(F)(F)F